C(C)OC=1C(=NN(C(C1)=O)C)NC1=NNC2=CC(=CC=C12)[C@@H]1C[C@@]12C(NC1=CC=C(C=C21)OC)=O (1R,2S)-2-{3-[(4-ethoxy-1-methyl-6-oxo-1,6-dihydropyridazin-3-yl)amino]-1H-indazol-6-yl}-5'-methoxyspiro[cyclopropane-1,3'-indol]-2'(1'H)-one